(R)-1-methyl-N-(1-methylcyclopropyl)-5-oxo-4-(prop-2-yn-1-yl)-1,2,4,5-tetrahydroimidazo-[1,2-a]quinazoline-7-sulfonamide C[C@@H]1CN=C2N1C1=CC=C(C=C1C(N2CC#C)=O)S(=O)(=O)NC2(CC2)C